2,6-di-tert-butyl-4-methylphenyl-pentaerythritol diphosphate OP(O)(=O)OP(=O)(O)O.C(C)(C)(C)C1=C(C(=CC(=C1)C)C(C)(C)C)C(O)C(CO)(CO)CO